C(C)(C)(C)OC(=O)C1=CC=NC2=CC=C(C=C12)N1[C@@H](COC[C@H]1C)C.NC1=NC2=CC(=CC=C2C(=C1)NCCNS(=O)(=O)C)C1=CC=NN1 N-(2-((2-amino-7-(1H-pyrazol-5-yl)quinolin-4-yl)amino)ethyl)methanesulfonamide tert-Butyl-6-((3R,5R)-3,5-dimethylmorpholino)quinoline-4-carboxylate